N(=NC1(CCCCC1)C#N)C1(CCCCC1)C#N 1,1'-(diazene-1,2-diyl)bis(cyclohexane-1-carbonitrile)